1-(2-Pyrrolylcarbonyl)Benzotriazole decahydro-1,4:5,8-dimethanonaphthalene-2,6-diyl-diacrylate C12C(CC(C3C4C(CC(C13)C4)C=CC(=O)O)C2)C=CC(=O)O.N2C(=CC=C2)C(=O)N2N=NC4=C2C=CC=C4